COC1=CC=C(C=C1)C=1N=NN(C1)C=1C=C2CN(C(C2=CC1)=O)C1C(NC(CC1)=O)=O 3-(5-(4-(4-methoxyphenyl)-1H-1,2,3-triazol-1-yl)-1-oxoisoindolin-2-yl)piperidine-2,6-dione